ethyl (4-(5-chloropyrimidin-2-ylamino)-5-(4-fluorophenoxy)-2-nitrophenyl)carbamate ClC=1C=NC(=NC1)NC1=CC(=C(C=C1OC1=CC=C(C=C1)F)NC(OCC)=O)[N+](=O)[O-]